2-((5-(2-((3R,5R)-6-(dimethylamino)-5-hydroxy-2-methylhexan-3-yl)-2,6-diazaspiro[3.4]oct-6-yl)-1,2,4-triazin-6-yl)oxy)-5-fluoro-N,N-diisopropylbenzamide fumarate C(\C=C\C(=O)O)(=O)O.CN(C[C@@H](C[C@H](C(C)C)N1CC2(C1)CN(CC2)C=2N=CN=NC2OC2=C(C(=O)N(C(C)C)C(C)C)C=C(C=C2)F)O)C